2-((4-(6-((5-Chloropyridin-2-yl)methoxy)pyridin-2-yl)piperidin-1-yl)methyl)-4-(difluoromethoxy)-1-methyl-1H-benzo[d]imidazole-6-carboxylic acid ClC=1C=CC(=NC1)COC1=CC=CC(=N1)C1CCN(CC1)CC1=NC2=C(N1C)C=C(C=C2OC(F)F)C(=O)O